FC=1C=C(C(=O)NCC=2N=NN(C2)[C@H](CC2=CC3=CC=CC=C3C=C2)CC(=O)NO)C=CC1 (R)-3-Fluoro-N-((1-(4-(hydroxyamino)-1-(naphthalin-2-yl)-4-oxobutan-2-yl)-1H-1,2,3-triazol-4-yl)methyl)benzamid